benzyl (3-((tert-butyldimethylsilyl)oxy)-1-cyanobutan-2-yl)(2,2-difluoroethyl)carbamate [Si](C)(C)(C(C)(C)C)OC(C(CC#N)N(C(OCC1=CC=CC=C1)=O)CC(F)F)C